4-aminopyridine-5-ol NC1=CC=NC=C1O